BrC1=CC=CC=2C(C3=CC=CC=C3C12)(O)C1=C(C=CC=C1)OC1=CC=CC2=CC=CC=C12 4-bromo-9-(2-(naphthalen-1-yloxy)phenyl)-9H-fluoren-9-ol